docosenyl alcohol C(=CCCCCCCCCCCCCCCCCCCCC)O